C(CCC)C=1C=NC=CC1.C(CCC)CCCS(=O)(=O)O 3-butylpropanesulfonic acid 3-butylpyridine salt